1-tert-butyl 5-methyl (2S)-2-{[(tert-butoxy)carbonyl] amino}pentanedioate C(C)(C)(C)OC(=O)N[C@H](C(=O)OC(C)(C)C)CCC(=O)OC